(3S)-3-methoxypyrrolidine hydrochloride Cl.CO[C@@H]1CNCC1